methyl 2-((8-chloro-1-(2,6-dichloro-4-hydroxyphenyl)-2-methyl-4-oxo-1,4-dihydro-1,6-naphthyridin-5-yl)oxy)acetate ClC=1C=NC(=C2C(C=C(N(C12)C1=C(C=C(C=C1Cl)O)Cl)C)=O)OCC(=O)OC